ClC=1C=C(C=NC1Cl)C(=O)Cl 5,6-dichloro-3-pyridinecarboxylic chloride